2,2-bis(4-hydroxy-3-isopropylphenyl)propane methyl-5-((6-fluoro-2-methylpyridin-3-yl)oxy)-3-methyl-2-(trifluoromethyl)isonicotinate COC(C1=C(C(=NC=C1OC=1C(=NC(=CC1)F)C)C(F)(F)F)C)=O.OC1=C(C=C(C=C1)C(C)(C)C1=CC(=C(C=C1)O)C(C)C)C(C)C